2-{[1-(tert-Butoxycarbonyl)piperidin-4-yl]methyl}-4-methyl-8-(trifluoromethyl)-4,5-dihydro-2H-furo[2,3-g]indazole-7-carboxylic acid ethyl ester C(C)OC(=O)C1=C(C2=C(CC(C3=CN(N=C23)CC2CCN(CC2)C(=O)OC(C)(C)C)C)O1)C(F)(F)F